(S)-5-((6-ethyl-7-fluoro-2-methyl-3,4-dihydroquinolin-1(2H)-yl)sulfonyl)-2-((tetrahydro-2H-pyran-4-yl)methoxy)benzyl Alcohol C(C)C=1C=C2CC[C@@H](N(C2=CC1F)S(=O)(=O)C=1C=CC(=C(CO)C1)OCC1CCOCC1)C